1-(4-amino-3,5-difluorophenyl)-2-(butylamino)ethan-1-ol NC1=C(C=C(C=C1F)C(CNCCCC)O)F